((2S)-1-(3-(4-((5-bromo-3-fluoropyridin-2-yl)oxy)phenyl)-1,2,4-oxadiazol-5-yl)-3-hydroxybut-2-yl)carbamic acid tert-butyl ester C(C)(C)(C)OC(N[C@@H](CC1=NC(=NO1)C1=CC=C(C=C1)OC1=NC=C(C=C1F)Br)C(C)O)=O